6-((5-((S)-1-amino-1,3-dihydrospiro[indene-2,4'-piperidin]-1'-yl)pyrazin-2-yl)thio)-5-Chloro-3-((tetrahydrofuran-3-yl)methyl)quinazolin-4(3H)-one N[C@@H]1C2=CC=CC=C2CC12CCN(CC2)C=2N=CC(=NC2)SC=2C(=C1C(N(C=NC1=CC2)CC2COCC2)=O)Cl